FC1(CCC(CC1)[C@H](NC(C1=CC=CC=C1)=O)C1=NC2=C(N1COCC[Si](C)(C)C)C=CC(=C2)[C@@H](C)NC(CCC(F)(F)F)=O)F N-((S)-(4,4-difluorocyclohexyl)(5-((R)-1-(4,4,4-trifluorobutanamido)ethyl)-1-((2-(trimethylsilyl)ethoxy)methyl)-1H-benzo[d]imidazol-2-yl)methyl)benzamide